O=C1NC(CCC1N1C(C2=CC=CC(=C2C1)/C=C/CCNC(C1=NC=C(C=C1)C=1N=CC2=C(C=CC=C2C1)N1N=C(C2=C1CN(C(C2)=O)C)CC)=O)=O)=O (E)-N-(4-(2-(2,6-Dioxopiperidin-3-yl)-1-oxoisoindolin-4-yl)but-3-en-1-yl)-5-(8-(3-ethyl-6-methyl-5-oxo-4,5,6,7-tetrahydro-1H-pyrazolo[3,4-c]pyridin-1-yl)isoquinolin-3-yl)picolinamide